ethyl-N-(1-methylpiperidin-4-yl)-2-oxo-1,2-dihydrobenzo[cd]indole-6-sulfonamide C(C)N1C(C2=C3C(C(=CC=C13)S(=O)(=O)NC1CCN(CC1)C)=CC=C2)=O